5-((5-(2-aminopyridin-3-yl)isoxazol-3-yl)methyl)-N-(2,3-difluorophenyl)pyridin-2-amine NC1=NC=CC=C1C1=CC(=NO1)CC=1C=CC(=NC1)NC1=C(C(=CC=C1)F)F